NC1=NC=C(C=C1C1=NC=C(C=C1)C(N(C)C)=O)C1=C2C(=NC=C1)NC(=C2)C(=O)N[C@H]2CCC1=CC=CC=C1[C@H]2N 4-(2'-amino-5-(dimethylcarbamoyl)-[2,3'-bipyridyl]-5'-yl)-N-((3S,4R)-4-aminotetralin-3-yl)-1H-pyrrolo[2,3-b]pyridine-2-carboxamide